FC=1C(=CC=2C3=C(NC(C2C1)=O)COCC3N(C(=O)C=3C=C1C=CC=CN1C3)C)F N-(8,9-difluoro-6-oxo-1,4,5,6-tetrahydro-2H-pyrano[3,4-c]isoquinolin-1-yl)-N-methylindolizine-2-carboxamide